Cl.Cl.NC1(C(CC(C1)CCB(O)O)N)C(=O)O 1,2-diamino-4-(2-boronoethyl)cyclopentanecarboxylic acid dihydrochloride